tert-butyl 4-(2-{2-[4-(2-{2-[2-(2-azidoethoxy)ethoxy]ethoxy}ethoxy)phenyl]ethyl}-3-ethoxy-3-oxopropanoyl)piperidine-1-carboxylate N(=[N+]=[N-])CCOCCOCCOCCOC1=CC=C(C=C1)CCC(C(=O)C1CCN(CC1)C(=O)OC(C)(C)C)C(=O)OCC